CN1C(CCC2=CC(=CC=C12)C1=CN=CC=2C(CCCC12)=O)=O 1-methyl-6-(8-oxo-5,6,7,8-tetrahydroisoquinolin-4-yl)-3,4-dihydro-quinolin-2(1H)-one